2-hydroxy-3,5-bis(trifluoromethyl)pyridine OC1=NC=C(C=C1C(F)(F)F)C(F)(F)F